2-[1-[[1-[5-(2,6-dioxo-3-piperidyl)-2-pyridinyl]-4-piperidyl]carbamoyl]-4-piperidinyl]-7-isopropoxy-N-pyrazolo[1,5-a]pyrimidin-3-yl-imidazo[1,2-a]pyridine-6-carboxamide O=C1NC(CCC1C=1C=CC(=NC1)N1CCC(CC1)NC(=O)N1CCC(CC1)C=1N=C2N(C=C(C(=C2)OC(C)C)C(=O)NC=2C=NN3C2N=CC=C3)C1)=O